FC=1C=C(C=C(C1)N1CCOCC1)C1=NC(=NC=C1)NC1=CC=C(C=C1)N1N=C(N=C1)N1CCOCC1 4-[3-fluoro-5-(4-morpholinyl)phenyl]-N-[4-[3-(4-morpholinyl)-1,2,4-triazol-1-yl]phenyl]-2-pyrimidinamine